FC1=CC=C(C=C1)C=1C=C2N(N1)[C@@H](CC2)C (6R)-2-(4-Fluorophenyl)-6-methyl-5,6-dihydro-4H-pyrrolo[1,2-b]pyrazol